CC=1C(=C(C=C(C1)C)\N=N\C1=CC(=CC(=C1)C)C)[N+](=O)[O-] (E)-1-(3,5-dimethyl-2-nitrophenyl)-2-(3,5-dimethylphenyl)diazene